(E)-1-(4-chlorophenyl)ethanol ClC1=CC=C(C=C1)C(C)O